C1(CC1)N1C[C@@H](N(C[C@@H]1C)C1CCN(CC1)C1=C(C=C(C(=C1)OC)NC1=NC=NC(=C1)N1OCC[C@@H]1C1=CC(=CC(=C1)F)F)NC(C=C)=O)C N-(2-(4-((2S,5S)-4-cyclopropyl-2,5-dimethylpiperazine-1-yl)piperidine-1-yl)-5-((6-((R)-3-(3,5-difluorophenyl)-isoxazolidine-2-yl)pyrimidine-4-yl)amino)-4-methoxyphenyl)acrylamide